N-(2-amino-1-phenylethyl)-1-(2-((4-fluorophenyl)-amino)pyridin-4-yl)-1H-imidazole-4-carboxamide NCC(C1=CC=CC=C1)NC(=O)C=1N=CN(C1)C1=CC(=NC=C1)NC1=CC=C(C=C1)F